(S)-3-(2-methoxy-N-methylacetamido)pyrrolidin COCC(=O)N(C)[C@@H]1CNCC1